CC1=NC(=CC=2N1C=C(N2)NC(=O)N2CCC=1C2=NC=CC1N1CCN(CC1)C(=O)OC(C)(C)C)C tert-butyl 4-(1-((5,7-dimethylimidazo[1,2-c]pyrimidin-2-yl)carbamoyl)-2,3-dihydro-1H-pyrrolo[2,3-b]pyridin-4-yl)piperazine-1-carboxylate